3-N-(2,1,3-benzothiadiazol-5-yl)-6-chloro-1H-indole-3-sulfonamide N=1SN=C2C1C=CC(=C2)NS(=O)(=O)C2=CNC1=CC(=CC=C21)Cl